C(C)C1=CC2=C(C=C1)C1(CCC1)OC1=CC=CC=C21 9-ethylspiro[benzo[c]chromene-6,1'-cyclobutane]